NC1=C(C=C(C=C1)C=1SC=CC1)NC(OCC(C)(F)F)=O 2,2-Difluoropropyl (2-amino-5-(thiophen-2-yl)phenyl)carbamate